N,1-dimethyl-1H-Pyrazole-5-carboxamide CNC(=O)C1=CC=NN1C